γ-acryloyloxypropyl-methyl-triethoxysilane C(C=C)(=O)OCCCC(C)O[Si](OCC)(OCC)C